Br.N[C@@H](C(=O)N1CCN(CC1)CC1=C(C=CC=C1F)OCC)C1CCN(CC1)CCC=1SC(=CC1)Cl (R)-2-amino-2-(1-(2-(5-chlorothien-2-yl)ethyl)piperidin-4-yl)-1-(4-(2-ethoxy-6-fluorobenzyl)piperazin-1-yl)ethan-1-one hydrobromide